Cis-3-amino-N-((6-((3-(dimethylamino)cyclobutyl)amino)pyridin-2-yl)methyl)-6-(3-methylimidazo[1,2-a]pyridin-6-yl)-5-(oxazol-2-yl)pyrazine-2-carboxamide NC=1C(=NC(=C(N1)C=1OC=CN1)C=1C=CC=2N(C1)C(=CN2)C)C(=O)NCC2=NC(=CC=C2)N[C@@H]2C[C@@H](C2)N(C)C